C(C)(C)(C)OC(CCC1(NC(NC1=O)=O)C1=NC=CC=C1)=O 3-(2,5-Dioxo-4-(pyridin-2-yl)imidazolidin-4-yl)propionic acid tert-butyl ester